CN(C1=NC=C(C=N1)S(=O)(=O)C1=CC=C(C=C1)CNC(=O)C1=CC=2C=NC=CC2N1)C N-({4-[2-(dimethylamino)pyrimidine-5-sulfonyl]phenyl}methyl)-1H-pyrrolo[3,2-c]pyridine-2-carboxamide